P(OC(C1=C(C(=C(C=C1C)C)CC)C)=O)(OC1=CC=CC=C1)=O ethyl-2,4,6-trimethylbenzoyl phenyl phosphonate